Divinylbis(2-methoxyethoxy)silane ethyl-7-((4-(2-((((9H-fluoren-9-yl)methoxy)carbonyl)amino)ethyl)-2-(azidomethyl)benzyl)amino)-7-oxoheptanoate C(C)OC(CCCCCC(=O)NCC1=C(C=C(C=C1)CCNC(=O)OCC1C2=CC=CC=C2C=2C=CC=CC12)CN=[N+]=[N-])=O.C(=C)[Si](OCCOC)(OCCOC)C=C